N1C=CC2=CC(=CC=C12)C1=CNC2=NC=C(C=C21)C2=CC=C(C=C2)CN2CCCCC2 3-(1H-indol-5-yl)-5-(4-(piperidin-1-ylmethyl)phenyl)-1H-pyrrolo[2,3-b]pyridine